[N+](=O)([O-])C=1C=C(C=C(C1)C(F)(F)F)C(CC)=O 1-(3-nitro-5-(trifluoromethyl)phenyl)propan-1-one